ClCOC(N(C)CCNC(=O)OC(C)(C)C)=O N-[2-[[(1,1-dimethylethoxy)carbonyl]amino]ethyl]-N-methylcarbamic acid chloromethyl ester